5-ethoxy-2-methoxy-4-methylamphetamine C(C)OC=1C(=CC(=C(CC(N)C)C1)OC)C